FC1([C@H](CN(CC1)[C@H](C(=O)NC1=NC=C(C=C1)C(C1=CC=C(C=C1)F)=O)C)C1=CC=[N+](C=C1)[O-])F 4-((S)-4,4-difluoro-1-((S)-1-((5-(4-fluorobenzoyl)pyridin-2-yl)amino)-1-oxopropan-2-yl)piperidin-3-yl)pyridine 1-oxide